NC1=NC=2N(C=C1C#CCCCOC1=NOC(=C1)C(C(=O)O)C(C)C)C=C(N2)C2=C(C=CC=C2)O 2-[3-[5-[7-amino-2-(2-hydroxyphenyl)imidazo[1,2-a]pyrimidin-6-yl]pent-4-ynoxy]isoxazole-5-yl]-3-methyl-butanoic acid